6-chloro-N-[6-(difluoromethoxy)-5-fluoro-2-methoxypyridin-3-yl]-1-(2-hydroxyethyl)pyrrolo[2,3-b]pyridine-3-sulfonamide ClC1=CC=C2C(=N1)N(C=C2S(=O)(=O)NC=2C(=NC(=C(C2)F)OC(F)F)OC)CCO